4-{[(2s,3r)-3-ethyl-5-oxopyrrolidin-2-yl]methoxy}-6-methoxyisoquinoline-7-carboxamide C(C)[C@H]1[C@H](NC(C1)=O)COC1=CN=CC2=CC(=C(C=C12)OC)C(=O)N